3-(((2-methoxy-4-(methoxycarbonyl)-6-nitrophenyl)amino)methyl)azetidine COC1=C(C(=CC(=C1)C(=O)OC)[N+](=O)[O-])NCC1CNC1